3,9-dihydroxy-8-((3-hydroxypyrrolidin-1-yl)methyl)benzo[5,6]oxazepin OC1=NOC2=C(C=C1)C=CC(=C2O)CN2CC(CC2)O